C1(CC1)N1C=CC2=C(C=C(C=C12)F)N1C(C2=CC(=C(C=C2C(=C1)C(=O)N1CCC(CC1)F)OC)OC)=O 2-(1-cyclopropyl-6-fluoro-1H-indol-4-yl)-4-(4-fluoropiperidine-1-carbonyl)-6,7-dimethoxy-1,2-dihydroisoquinolin-1-one